methyl 2-(2-(2-(4-acetamidophenyl)thiazole-4-carboxamido)acrylamido)acrylate C(C)(=O)NC1=CC=C(C=C1)C=1SC=C(N1)C(=O)NC(C(=O)NC(C(=O)OC)=C)=C